ClC1=CC=CC(=N1)C1=NC(NC(N1)=O)=O 6-(6-Chloropyridin-2-yl)-1,3,5-triazine-2,4(1H,3H)-dione